6-chloro-4-ethoxy-1-methyl-pyrazolo[3,4-d]pyrimidine ClC1=NC(=C2C(=N1)N(N=C2)C)OCC